1,3-dioxoisoindolin-2-yl propionate C(CC)(=O)ON1C(C2=CC=CC=C2C1=O)=O